2-((5-cyclopropyl-3-(2,6-dichlorophenyl)isoxazol-4-yl)methoxy)-11-methyl-10,11-dihydrobenzo[6,7]oxepino[3,2-b]pyridine-7-carboxylic acid C1(CC1)C1=C(C(=NO1)C1=C(C=CC=C1Cl)Cl)COC1=CC=C2C(=N1)C(CC1=C(O2)C=C(C=C1)C(=O)O)C